CO\N=C(/C#CC1=CC=CC=C1)\C1=CC=CC=C1 (Z)-1,3-diphenylprop-2-yn-1-one-O-methyloxime